(S)-2-[6-chloro-2-(1,5-dimethyl-1H-pyrazole-3-carbonyl)-1,2,3,4-tetrahydroisoquinolin-8-yl]pyrrolidine-1-carboxylic acid tert-butyl ester C(C)(C)(C)OC(=O)N1[C@@H](CCC1)C=1C=C(C=C2CCN(CC12)C(=O)C1=NN(C(=C1)C)C)Cl